23-triacontenic acid C(CCCCCCCCCCCCCCCCCCCCCC=CCCCCCC)(=O)O